C(C1=CC=CC=C1)[C@H]1N(C(OC1)=O)C(CC1CCC(CC1)C1=CC=NC=2N1N=CC2)=O (R)-4-benzyl-3-(2-(4-(pyrazolo[1,5-a]pyrimidin-7-yl)cyclohexyl)acetyl)oxazolidin-2-one